(3-(trifluoromethyl)-5,6-dihydro-8H-[1,2,4]triazolo[3,4-c][1,4]oxazin-6-yl)methylamine FC(C1=NN=C2COC(CN21)CN)(F)F